7-((4-(1H-indol-5-yl)pyrimidin-2-yl)amino)-3-acetyl-4-morpholinyl-2H-benzopyran-2-one N1C=CC2=CC(=CC=C12)C1=NC(=NC=C1)NC1=CC2=C(C(=C(C(O2)=O)C(C)=O)N2CCOCC2)C=C1